ClC1=CC(=CC(=N1)N=S(=O)(C)C)C1=CC=CC=C1 ((6-chloro-4-phenylpyridin-2-yl)imino)dimethyl-λ6-sulfanone